CN1CCN(CC1)C1=CC=C(C(=O)NC2CCC(CC2)NC2=CC(=NC3=CC=CC=C23)C(F)(F)F)C=C1 4-(4-methylpiperazin-1-yl)-N-[(1s,4s)-4-{[2-(trifluoromethyl)quinolin-4-yl]amino}cyclohexyl]benzamide